2-bromo-1-(4-nitrophenyl)ethanone BrCC(=O)C1=CC=C(C=C1)[N+](=O)[O-]